(R)-4-(7-((3,3-difluoropyrrol-1-yl)methyl)-2-(1H-pyrrolo[2,3-b]pyridin-4-yl)thieno[3,2-d]pyrimidin-4-yl)-3-methylmorpholine FC1(CN(C=C1)CC1=CSC2=C1N=C(N=C2N2[C@@H](COCC2)C)C2=C1C(=NC=C2)NC=C1)F